6-(2,6-dichloro-3,5-dimethoxyphenyl)-N-((1-methylpyrrolidin-2-yl)methyl)-2-(methylthio)pyrido[3,4-d]pyrimidine-8-amine ClC1=C(C(=C(C=C1OC)OC)Cl)C1=CC2=C(N=C(N=C2)SC)C(=N1)NCC1N(CCC1)C